6-(2-aminopropoxy)pyrazine-2-carboxylic acid NC(COC1=CN=CC(=N1)C(=O)O)C